di(3,4-dimethylbenzene) phenylphosphonate C1(=CC=CC=C1)P(O)(O)=O.CC=1C=CC=CC1C.CC=1C=CC=CC1C